N-[5-[2-cyano-5-[(1-methylpyrazol-3-yl)amino]-4-pyridyl]pyrazolo[1,5-a]pyridin-2-yl]cyclopropanecarboxamide C(#N)C1=NC=C(C(=C1)C1=CC=2N(C=C1)N=C(C2)NC(=O)C2CC2)NC2=NN(C=C2)C